C(#N)C1=CC(=C(COC2=CC=CC(=N2)N2CC3=NN=CC3=C2)C=C1)F 5-(6-((4-cyano-2-fluorobenzyl)oxy)pyridin-2-yl)-5,6-dihydropyrrolo[3,4-c]pyrazol